IC=1C=C(C[C@H](N)C(=O)O)C=CC1O 3-monoiodotyrosine